1-(tert-butyl) 2-methyl-3-methyl-4-oxopyrrolidine-1,2-dicarboxylate CC1(N(CC(C1C)=O)C(=O)OC(C)(C)C)C(=O)[O-]